C1(=CC=CC=C1)N1CC(CC1)NC1=NC=C(C=N1)C1=NN=C(O1)CC(=O)N1CC2=C(CC1)NN=N2 2-(5-(2-((1-phenylpyrrolidin-3-yl)amino)pyrimidin-5-yl)-1,3,4-oxadiazol-2-yl)-1-(1,4,6,7-tetrahydro-5H-[1,2,3]triazolo[4,5-c]pyridin-5-yl)ethan-1-one